CN1C=NC2=C1C=C(C=C2)C2=NC=CN=C2OC2=CC=C(C=C2)C(F)(F)F 1-Methyl-6-(3-(4-(trifluoromethyl)phenoxy)pyrazin-2-yl)-1H-benzo[d]imidazole